2-[[2-(2,6-dioxo-3-piperidinyl)-3-oxo-isoindolin-5-yl]amino]-N-methyl-N-[(1-methylpyrazol-4-yl)methyl]acetamide O=C1NC(CCC1N1CC2=CC=C(C=C2C1=O)NCC(=O)N(CC=1C=NN(C1)C)C)=O